ClC1=CC=C2CN(CC2=C1)C (1R)-6-chloro-2-methyl-2,3-dihydro-1H-isoindol